C(C1CO1)C1=C(CC(C(C1)C(=O)O)C(=O)O)CC1CO1 diglycidyl-4-cyclohexene-1,2-dicarboxylic acid